FC1=C(C=C(C(=C1)OC)C1=CC=C(C=C1)C(C)C)NS(=O)(=O)C N-(4-fluoro-4'-isopropyl-6-methoxy-[1,1'-biphenyl]-3-yl)methanesulfonamide